ClC=1C(=C(C(=C(C1)[C@H](C)NNC(=O)OC(C)(C)C)OCC)N1CCCC1=O)F tert-Butyl 2-((S)-1-(5-chloro-2-ethoxy-4-fluoro-3-((R)-5-oxopyrrolidin-yl)phenyl)ethyl)hydrazinecarboxylate